BrC=1C(=NC(=CC1)Br)C(=O)Cl 3,6-dibromopyridine-2-carbonyl chloride